N1CCC(CC1)OC=1C=C2C(NC(=NC2=CC1)C1=NC=CC=C1)=O 6-(piperidin-4-yloxy)-2-pyridin-2-yl-3H-quinazolin-4-one